bicyclo[2.2.1]Hept-2-ene-2-carboxylic acid methyl ester COC(=O)C=1C2CCC(C1)C2